N-[(1S)-1-(dicyclopropylmethyl)-2-[[4-(difluoromethyl)-5-[3,5-dimethyl-1-(2-trimethylsilylethoxymethyl)pyrazol-4-yl]-2-pyridyl]amino]-2-oxo-ethyl]-2-isopropyl-pyrazole-3-carboxamide C1(CC1)C([C@@H](C(=O)NC1=NC=C(C(=C1)C(F)F)C=1C(=NN(C1C)COCC[Si](C)(C)C)C)NC(=O)C=1N(N=CC1)C(C)C)C1CC1